BrC(C1=NC=CC=C1)NC(C(C)(C)NC(OC(C)(C)C)=O)=O tert-butyl (1-((bromo(pyridin-2-yl)methyl)amino)-2-methyl-1-oxopropan-2-yl)carbamate